dioctyltin di-n-octyl-thioglycolate C(CCCCCCC)C(C(=O)[O-])(S)CCCCCCCC.C(CCCCCCC)[Sn+2]CCCCCCCC.C(CCCCCCC)C(C(=O)[O-])(S)CCCCCCCC